sulfonylaminophenylboronic acid pinacol ester S(=O)(=O)=NCC1(OB(OC1(C)C)C1=CC=CC=C1)C